(R)-methyl-β-hydroxybutyric acid C[C@@H](C(=O)O)C(C)O